N(=C=O)C1=CC(=C(C=C1)C)N=C=O 1,3-diisocyanato-4-methyl-benzene